2-isopropyl-4-methylpyridin-3-yl-2,3-dioxo-3,4-dihydropyridine C(C)(C)C1=NC=CC(=C1C1C(C(NC=C1)=O)=O)C